2-(3-(4-(benzyloxy)butoxy)phenoxy)ethanamine C(C1=CC=CC=C1)OCCCCOC=1C=C(OCCN)C=CC1